NC1=CC=C(C=C1)C.P(=O)(OC1=CNC2=CC=C(C(=C12)Cl)Br)(O)O 5-bromo-4-chloro-3-indolyl phosphate para-toluidine salt